Cl.NCCCNS(=O)(=O)C N-(3-aminopropyl)methanesulfonamide hydrochloride